FC1(CN(CC1O)C(CN1C(C2(CCN(CC2)C(=O)C=2C=C3C=NNC3=CC2)C2=C(C=CC=C12)C)=O)=O)F 1-[2-(3,3-difluoro-4-hydroxypyrrolidin-1-yl)-2-oxoethyl]-1'-(1H-indazole-5-carbonyl)-4-methylspiro[indole-3,4'-piperidin]-2-one